N-(4-((3-(2-(((1r,4r)-4-Aminocyclohexyl)amino)pyrimidin-4-yl)pyridin-2-yl)thio)-3-fluorophenyl)naphthalene-1-sulfonamide NC1CCC(CC1)NC1=NC=CC(=N1)C=1C(=NC=CC1)SC1=C(C=C(C=C1)NS(=O)(=O)C1=CC=CC2=CC=CC=C12)F